C(C)(C)(C)N(C(O)=O)C1CC1.C1(=CC=CC=C1)[C@@H](C=C)C=1C=NC2=CC=CC=C2C1 (R)-3-(1-phenylallyl)quinoline Tert-butyl-(trans)-cyclopropylcarbamate